S1C(=C(C=C1)C(=O)O)C(=O)O thiophene-2,3-dicarboxylic acid